ClC=1C(=NC(=NC1)NC=1C=NN(C1)CC1=CC=C(C=C1)[N+](=O)[O-])C1=NNC=C1Cl 5-chloro-4-(4-chloro-1H-pyrazol-3-yl)-N-(1-(4-nitrobenzyl)-1H-pyrazol-4-yl)pyrimidin-2-amine